1,3-bis(triphenoxysilyl)propane O(C1=CC=CC=C1)[Si](CCC[Si](OC1=CC=CC=C1)(OC1=CC=CC=C1)OC1=CC=CC=C1)(OC1=CC=CC=C1)OC1=CC=CC=C1